ClC1=CC2=C(N=C(N=C2N2CC(C2)(F)F)C2=C(C(=CC(=C2Cl)OC)OC)Cl)C=N1 6-chloro-2-(2,6-dichloro-3,5-dimethoxyphenyl)-4-(3,3-difluoroazetidin-1-yl)pyrido[3,4-d]pyrimidine